ClC=1C=C(C(=O)Cl)C=CC1Cl 3,4-dichloro-benzoyl chloride